S(=O)(=O)(OCCCCCCCC)S(=O)(=O)OCCCCCCCC dioctyl metabisulfate